2,3,5,6-tetrabromo-p-xylene-α,α'-diol BrC1=C(C(=C(C(=C1Br)CO)Br)Br)CO